C(C)(C)(C)OC(=O)NC1(CN(CC1(F)F)C(=O)OCC1=CC=CC=C1)C Benzyl 3-[(tert-butoxycarbonyl)amino]-4,4-difluoro-3-methylpyrrolidine-1-carboxylate